C(C)(C)(C)OC(=O)N1C2CC(C1)(C2)C(N)=N.N21C(CCNC1CCC2)CC2=CC=C(C=C2)CC2N1CCCC1NCC2 1,4-bis(1,5-diazabicyclo[4.3.0]nonyl-methyl)benzene tert-butyl-4-carbamimidoyl-2-azabicyclo[2.1.1]hexane-2-carboxylate